3-methyl-3'-(morpholin-4-ylcarbonyl)biphenyl-4-yl α-D-mannopyranoside O([C@@H]1[C@@H](O)[C@@H](O)[C@H](O)[C@H](O1)CO)C1=C(C=C(C=C1)C1=CC(=CC=C1)C(=O)N1CCOCC1)C